CC(CCS(=O)(=O)C1=CC=C(C=C1)C#CC(C)(C)NC(=O)NC1(CN2CCC1CC2)CC)(C)C 1-(4-(4-((3,3-dimethylbutyl)sulfonyl)phenyl)-2-methylbut-3-yn-2-yl)-3-(3-ethylquinuclidin-3-yl)urea